FC1=C(C=C(C(=C1)F)OC(F)(F)F)NC(OCC=1C=C2C(N(CC2=CC1)C1C(NC(CC1)=O)=O)=O)=O (2-(2,6-dioxopiperidin-3-yl)-3-oxoisoindolin-5-yl)methyl (2,4-difluoro-5-(trifluoromethoxy)phenyl)carbamate